N1N=CC(=C1)S(=O)(=O)C=1C=C2C=NN(C(C2=CC1)=O)CC1=NC(=C(C=C1)OC)C 6-(1H-pyrazol-4-ylsulfonyl)-2-((5-methoxy-6-methylpyridin-2-yl)methyl)phthalazin-1(2H)-one